tert-butyl 3-chloro-7,8-dihydro-4H-[1,2,3]triazolo[1,5-a][1,4]diazepine-5(6H)-carboxylate ClC=1N=NN2C1CN(CCC2)C(=O)OC(C)(C)C